BrC1=C(C(=C(C=C1)O)OC)F 4-bromo-3-fluoro-2-methoxyphenol